(R)-4-(tert-Butyldimethylsilanyloxy)-2-pyrrolidone [Si](C)(C)(C(C)(C)C)O[C@@H]1CC(NC1)=O